6-Amino-3-(4'-chloro-1',2'-dihydrospiro[cyclopropane-1,3'-pyrrolo[2,3-b]pyridin]-5'-yl)-2-fluoro-N-(2-hydroxyethyl)-N-methylbenzamide NC1=CC=C(C(=C1C(=O)N(C)CCO)F)C=1C(=C2C(=NC1)NCC21CC1)Cl